Phosphosulfur P(=O)(=O)[S]